Tert-butyl (3R)-3-ethynyl-4-methyl-piperazine-1-carboxylate C(#C)[C@@H]1CN(CCN1C)C(=O)OC(C)(C)C